N-{[3-(4-{[(3S,4R)-3-fluoro-1-methylpiperidin-4-yl]amino}-1-(2,2,2-trifluoroethyl)-1H-indol-2-yl)-1,2,4-oxadiazol-5-yl]methyl}-1-(propan-2-yl)-1H-imidazole-5-carboxamide F[C@H]1CN(CC[C@H]1NC1=C2C=C(N(C2=CC=C1)CC(F)(F)F)C1=NOC(=N1)CNC(=O)C1=CN=CN1C(C)C)C